OC=1C=C(C2=CC=CC=C2C1N=NC1=C(C=CC2=CC=CC=C12)O)S(=O)(=O)[O-] 3-hydroxy-4-[(2-hydroxynaphthalen-1-yl) diazenyl]Naphthalene-1-sulfonate